(5-(4,4,5,5-tetramethyl-1,3,2-dioxaborolan-2-yl)-1H-indol-3-yl)carbamate CC1(OB(OC1(C)C)C=1C=C2C(=CNC2=CC1)NC([O-])=O)C